N1(CCC1)C=1C=C(C=CC1)C1=NC(=NC=C1Cl)Cl 4-(3-(azetidin-1-yl)phenyl)-2,5-dichloropyrimidine